(±)-1-(2-(difluoromethoxy)pyridin-4-yl)ethan-1-amine FC(OC1=NC=CC(=C1)[C@@H](C)N)F |r|